BrC(=C(Cl)C1=CC=C(C=C1)C(F)(F)F)Br 1-(2,2-dibromo-1-chloroethenyl)-4-trifluoromethylbenzene